CC(CNC(=O)C1CCNCC1)O N-(2-hydroxypropyl)piperidine-4-carboxamide